C(=O)(O)[C@@H]1[C@H](CCCC1)COC1=CC=C(C=C1)C1=C(C(=NO1)C)C(=O)O 5-(4-(((1S,2S)-2-carboxycyclohexyl)methoxy)phenyl)-3-methylisoxazole-4-carboxylic acid